3-(6-methyl-2-pyridinyl)-N-phenyl-4-(4-quinolinyl)-1H-pyrazole-1-thiocarboxamide CC1=CC=CC(=N1)C1=NN(C=C1C1=CC=NC2=CC=CC=C12)C(NC1=CC=CC=C1)=S